4,5-dimethyl-5-(trifluoromethyl)tetrahydrofuran-2-carboxamide CC1CC(OC1(C(F)(F)F)C)C(=O)N